N-(4-((4-(3,5-dichlorophenyl)piperazin-1-yl)sulfonyl)phenyl)-3-(ethylsulfonyl)isonicotinamide ClC=1C=C(C=C(C1)Cl)N1CCN(CC1)S(=O)(=O)C1=CC=C(C=C1)NC(C1=C(C=NC=C1)S(=O)(=O)CC)=O